tert-butyl (2S)-2-{[(4-{3-iodo-4-oxo-1H,5H,6H,7H-pyrrolo[3,2-c]pyridin-2-yl} pyridin-3-yl) oxy] methyl}-4,4-dimethylpyrrolidine-1-carboxylate IC1=C(NC2=C1C(NCC2)=O)C2=C(C=NC=C2)OC[C@H]2N(CC(C2)(C)C)C(=O)OC(C)(C)C